(R)-(3-(3-(Dimethylamino)-1,2,4-thiadiazol-5-yl)-8-methyl-5,6-dihydro-[1,2,4]Triazolo[4,3-a]pyrazin-7(8H)-yl)(4-fluorophenyl)methanone CN(C1=NSC(=N1)C1=NN=C2N1CCN([C@@H]2C)C(=O)C2=CC=C(C=C2)F)C